5-(4-(dimethylamino)-2-methylbenzylidene)-1,3-diethyl-2-thiobarbituric acid CN(C1=CC(=C(C=C2C(N(C(N(C2=O)CC)=S)CC)=O)C=C1)C)C